1,1'-(((2,2'-dichloro-[1,1'-biphenyl]-3,3'-diyl)bis(3-ethylpyrazine-5,2-diyl))bis(methylene))bis(azetidin-3-ol) ClC1=C(C=CC=C1C=1N=C(C(=NC1)CN1CC(C1)O)CC)C1=C(C(=CC=C1)C=1N=C(C(=NC1)CN1CC(C1)O)CC)Cl